ClC=1C(=NC(=NC1)NC1=CC(=CC(=C1)CN1C[C@H](N[C@@H](C1)C)C)C1CC1)C1=CNC2=CC(=CC=C12)C 5-chloro-N-(3-cyclopropyl-5-(((3R,5R)-3,5-dimethylpiperazine-1-yl)methyl)phenyl)-4-(6-methyl-1H-indole-3-yl)pyrimidine-2-amine